4-fluoro-N-(1-(5-(5-(trifluoromethyl)pyridin-3-yl)-5,6,7,8-tetrahydroquinolin-2-yl)cyclopropyl)benzamide FC1=CC=C(C(=O)NC2(CC2)C2=NC=3CCCC(C3C=C2)C=2C=NC=C(C2)C(F)(F)F)C=C1